The molecule is an L-alpha-amino acid zwitterion obtained from L-2-aminohexanoic acid by transfer of a proton from the carboxy group to the amino group. It is the major species at pH 7.3. It is a tautomer of a L-norleucine. CCCC[C@@H](C(=O)[O-])[NH3+]